C(C=C)(=O)OCCC1=C(C(C(=O)O)=CC=C1)C(=O)O acryloyloxyethyl-Phthalic acid